C(C)S(=O)(=O)N(C=O)[C@@H]1N2C(N([C@H](CC1)C2)OS(=O)(=O)[O-])=O.[Na+] Sodium (2S,5R)-2-(N-(ethylsulfonyl) formamidyl)-7-oxo-1,6-diazabicyclo[3.2.1]oct-6-ylsulfate